6-[(2R)-2-aminopropyl]-2-chloro-5-fluoro-N-[(furan-2-yl)methyl]-7-methyl-7H-pyrrolo[2,3-d]pyrimidin-4-amine N[C@@H](CC1=C(C2=C(N=C(N=C2NCC=2OC=CC2)Cl)N1C)F)C